6-(3-amino-6-(8-((dimethylamino)methyl)chroman-6-yl)-5-fluoropyrazin-2-yl)-4-fluoroisoquinolin-1(2H)-one NC=1C(=NC(=C(N1)F)C=1C=C2CCCOC2=C(C1)CN(C)C)C=1C=C2C(=CNC(C2=CC1)=O)F